2-{[1-(6-nitrobenzo[d][1,3]dioxol-5-yl)ethyl]thio}ethan-1-ol [N+](=O)([O-])C=1C(=CC2=C(OCO2)C1)C(C)SCCO